C(C)OC(=O)C=1NC(=C(N1)C(F)(F)F)C=O.N1(CCC1)C(=O)C1=NC=C(C=C1SCC1=C(C=C(C=C1)OC)OC)Cl 2-(azetidin-1-ylcarbonyl)-3-[(2,4-dimethoxyphenyl)methylsulfanyl]-5-chloropyridine ethyl-5-formyl-4-(trifluoromethyl)-1H-imidazole-2-carboxylate